NCC=1C=CC2=C(N(C(=N2)[C@@H]2CC[C@H](CC2)CC)CCC(=O)N(CC)C2CCCCC2)C1 3-[6-(aminomethyl)-2-(trans-4-ethylcyclohexyl)-1H-benzimidazol-1-yl]-N-cyclohexyl-N-ethylpropanamide